(2R,4S)-4-(3-(1H-pyrazol-1-yl)phenyl)-2-(((S)-1-((5-chloro-2-(1H-tetrazol-1-yl)benzyl)amino)-1-oxopropan-2-yl)carbamoyl)piperidine-1-carboxylic acid tert-butyl ester C(C)(C)(C)OC(=O)N1[C@H](C[C@H](CC1)C1=CC(=CC=C1)N1N=CC=C1)C(N[C@H](C(=O)NCC1=C(C=CC(=C1)Cl)N1N=NN=C1)C)=O